FC1(C2=CC=CC=C2C=2C=C(C=CC12)C(=O)NCC(=O)N1[C@@H](C[C@@H](C1)C(F)(F)F)CO)F 9,9-difluoro-N-(2-((2S,4S)-2-(hydroxymethyl)-4-(trifluoromethyl)pyrrolidin-1-yl)-2-oxoethyl)-9H-fluorene-3-carboxamide